N-(6-amino-5-cyclopropyl-3-pyridyl)-2-[(2S,5R)-2-(1,2-benzothiazol-5-yl)-5-methyl-1-piperidyl]-2-oxo-acetamide NC1=C(C=C(C=N1)NC(C(=O)N1[C@@H](CC[C@H](C1)C)C=1C=CC2=C(C=NS2)C1)=O)C1CC1